C(#N)[C@H](CC1=CC=C(C=C1)C=1C=CC2=C(N(C(O2)=O)C)C1)NC(=O)[C@H]1OC[C@@](CNC1)(CO)O |o1:27| (2S,6R*)-N-[(1S)-1-cyano-2-[4-(3-methyl-2-oxo-2,3-dihydro-1,3-benzoxazol-5-yl)phenyl]ethyl]-6-hydroxy-6-(hydroxymethyl)-1,4-oxazepane-2-carboxamide